4-((R)-4-(3,8-diazabicyclo[3.2.1]octan-3-yl)-6,8-difluoro-2-(((2R,7aS)-2-fluorotetrahydro-1H-pyrrolizin-7a(5H)-yl)methoxy)-5-methoxyquinazolin-7-yl)-5-ethynyl-6-fluoronaphthalen-2-ol [C@H]12CN(CC(CC1)N2)C2=NC(=NC1=C(C(=C(C(=C21)OC)F)C2=CC(=CC1=CC=C(C(=C21)C#C)F)O)F)OC[C@]21CCCN1C[C@@H](C2)F